2-((3,4-dimethylphenyl)amino)-N-(3-(morpholine-4-carbonyl)phenyl)benzamide CC=1C=C(C=CC1C)NC1=C(C(=O)NC2=CC(=CC=C2)C(=O)N2CCOCC2)C=CC=C1